1-(4-aza-1-azoniabicyclo[2.2.2]octan-1-yl)-7-benzyloxy-4-(4-fluorophenyl)-3-isopropyl-isoquinoline [N+]12(CCN(CC1)CC2)C2=NC(=C(C1=CC=C(C=C21)OCC2=CC=CC=C2)C2=CC=C(C=C2)F)C(C)C